tert-butyl 1-(3-hydroxy-1-(methoxycarbonyl)cyclopentyl)hydrazine-1,2-dicarboxylate OC1CC(CC1)(C(=O)OC)N(NC(=O)[O-])C(=O)OC(C)(C)C